Cis-3-((4-(4-(4-fluorophenyl)-1-(2,2,2-trifluoroethyl)-1H-imidazol-5-yl)pyrimidin-2-yl)amino)cyclobutan-1-ol FC1=CC=C(C=C1)C=1N=CN(C1C1=NC(=NC=C1)N[C@H]1C[C@H](C1)O)CC(F)(F)F